6-acetamido-2-phenylindole C(C)(=O)NC1=CC=C2C=C(NC2=C1)C1=CC=CC=C1